6-{5-cyano-1H-pyrrolo[2,3-b]pyridin-1-yl}-4-[(propan-2-yl)amino]-N-[(1r,4r)-4-[(2-{2-[(4R)-4-amino-3,3-dimethylpyrrolidin-1-yl]ethoxy}ethyl)carbamoyl]cyclohexyl]pyridine-3-carboxamide C(#N)C=1C=C2C(=NC1)N(C=C2)C2=CC(=C(C=N2)C(=O)NC2CCC(CC2)C(NCCOCCN2CC([C@H](C2)N)(C)C)=O)NC(C)C